N-[(pentafluorophenoxy)(((S)-1-(2-ethylbutyloxycarbonyl)-2-ethyl)amino)phosphoryl]-L-alanine-2-ethylbutyl ester C(C)C(COC([C@@H](NP(=O)(NCCC(=O)OCC(CC)CC)OC1=C(C(=C(C(=C1F)F)F)F)F)C)=O)CC